triisopropylcyclopentadienyl-dysprosium C(C)(C)C1=C(C(C=C1)([Dy])C(C)C)C(C)C